dec-9-enol C(CCCCCCCC=C)O